N[C@H](C(=O)N1CC2=C(N=C(N=C2OC2=C(C=C(C#N)C=C2C)C)NC2=CC=C(C=C2)C#N)CC1)CC1=CC=CC=C1 (S)-4-((6-(2-amino-3-phenylpropanoyl)-2-((4-cyanophenyl)amino)-5,6,7,8-tetrahydropyrido[4,3-d]pyrimidine-4-yl)oxy)-3,5-dimethylbenzonitrile